bis[(3-ethyl-3-oxetanyl)]methyl-1,4-benzenedicarboxylic acid C(C)C1(COC1)C(C1(COC1)CC)C1=C(C=CC(=C1)C(=O)O)C(=O)O